1-(4-(Benzyloxy)-6-chloro-2-methylpyridin-3-yl)ethan-1-one C(C1=CC=CC=C1)OC1=C(C(=NC(=C1)Cl)C)C(C)=O